2-(3,4-difluorophenyl)-2,2-difluoroacetohydrazide FC=1C=C(C=CC1F)C(C(=O)NN)(F)F